3-((((3R,5R)-3-butyl-3-ethyl-7-(methyloxy)-1,1-dioxido-5-phenyl-2,3,4,5-tetrahydro-1,4-benzothiazepin-8-yl)methyl)amino)pentanedioic acid C(CCC)[C@@]1(CS(C2=C([C@H](N1)C1=CC=CC=C1)C=C(C(=C2)CNC(CC(=O)O)CC(=O)O)OC)(=O)=O)CC